C(C)C1=C(C=C(C(=N1)CC)C(=O)O)C(=O)O Diethyl-3,5-pyridinedicarboxylic acid